O\N=C(/C1=CC=CC=C1)\[C@@H]1C[C@H]([C@@H](CC1)N(C(OC(C)(C)C)=O)C)OC 1,1-dimethylethyl N-[(1R,2R,4S)-4-[(Z)-N-hydroxy-C-phenyl-carbonimidoyl]-2-methoxy-cyclohexyl]-N-methyl-carbamate